C(C=C)NC([C@H]1NC(CC1)=O)=O pyroglutamic acid allylamide